N(=[N+]=[N-])C1=CC=C(C[C@H](NC)C(=O)O)C=C1 para-Azido-Methyl-Phenylalanine